C1(CC1)C1CN(CC(O1)C=1C=NNC1)S(=O)(=O)C1=CC=C(C=C1)C 2-cyclopropyl-4-(p-tolylsulfonyl)-6-(1H-pyrazol-4-yl)morpholine